O[C@@H]1[C@@H](SC2=C(NC1=O)C=CC=C2)C2=C(C=CC=C2)OC (2S,3S)-2,3-dihydro-3-hydroxy-2-(2-methoxyphenyl)-1,5-benzothiazepin-4(5H)-one